C(CCC)C1=C(C=CC=C1)OC(NC1CC(CC(C1)(C)C)(C)CNC(=O)OC1=C(C=CC=C1)CCCC)=O 3-((butylphenoxy)carbonylamino-methyl)-3,5,5-trimethylcyclohexyl-carbamic acid (butylphenyl) ester